C(C)N1CCN(CC1)C1=C(C(=CC=C1)NC=1C=C2C(=CN1)N(C=C2)CC2=CC=C(C=C2)OC)N (4-ethylpiperazin-1-yl)-N1-(1-(4-methoxybenzyl)-1H-pyrrolo[2,3-c]Pyridin-5-yl)benzene-1,2-diamine